N-[3-(formamido)-4-oxo-6-phenoxy-4H-1-benzopyran-7-yl]-methanesulfonamide C(=O)NC1=COC2=C(C1=O)C=C(C(=C2)NS(=O)(=O)C)OC2=CC=CC=C2